(2R)-2-amino-3-(2,4-dichlorophenyl)propyl (aminocarbonyl)methylcarbamate NC(=O)CNC(OC[C@@H](CC1=C(C=C(C=C1)Cl)Cl)N)=O